N7-(4,4-difluorocyclohexyl)-2-(1H-pyrazol-5-yl)thieno[3,2-b]pyridin-5,7-diamine FC1(CCC(CC1)NC1=C2C(=NC(=C1)N)C=C(S2)C2=CC=NN2)F